N(=NC(C(=O)[O-])(C)C)C(C(=O)[O-])(C)C 2,2'-azobis(2-methylpropionate)